BrC1=CC=2C(=NC=CC2S1)N(C(C1=CC(=C(C=C1)C=1C=NN(C1)C)O)=O)[C@H]1CNCCC1 N-(2-bromothieno[3,2-c]pyridin-4-yl)-3-hydroxy-4-(1-methylpyrazol-4-yl)-N-[(3R)-3-piperidyl]benzamide